ClC=1C=C(CNC2=C3N=CN(C3=NC(=N2)C=2C=NC=C(C2)OC)[C@H]2[C@@H]([C@@H]([C@H](O2)C(=O)NC)O)O)C=CC1 (2S,3S,4R,5R)-5-(6-(3-chlorobenzylamino)-2-(5-methoxypyridin-3-yl)-9H-purin-9-yl)-3,4-dihydroxyl-N-methyl-tetrahydrofuran-2-formamide